rac-(1S,2R,3R,5R)-3-amino-2-fluoro-9-azabicyclo[3.3.1]nonane-9-carboxylic acid tert-butyl ester C(C)(C)(C)OC(=O)N1[C@@H]2[C@@H]([C@@H](C[C@H]1CCC2)N)F |r|